4-(3,4-dichlorophenyl)-2-(4-(2,6-dimethylpyridin-4-yl)-3-methyl-1H-pyrazol-1-yl)-5-(isopropylthio)thiazole ClC=1C=C(C=CC1Cl)C=1N=C(SC1SC(C)C)N1N=C(C(=C1)C1=CC(=NC(=C1)C)C)C